2-[[(2S,5R)-2-(5-carbamoyl-1,3,4-oxadiazol-2-yl)-3-methyl-7-oxo-1,6-diazabicyclo[3.2.1]oct-3-en-6-yl]oxy]-2-fluoro-acetic acid lithium salt [Li+].C(N)(=O)C1=NN=C(O1)[C@H]1N2C(N([C@H](C=C1C)C2)OC(C(=O)[O-])F)=O